FC1=C(C(=CC(=C1F)F)F)[B-](C1=C(C(=C(C=C1F)F)F)F)(C1=C(C(=C(C=C1F)F)F)F)C1=C(C(=C(C=C1F)F)F)F.C(C)[NH+](CC)CC triethylammonium tetrakis-(2,3,4,6-tetrafluorophenyl)borate